N1=CC=C(C=C1)COC(\C=C\CC[C@@H](C)O[C@@H]1O[C@H]([C@@H](C[C@H]1O)O)C)=O (2E,6R)-6-{[(2R,3R,5R,6S)-3,5-dihydroxy-6-methyloxan-2-yl]oxy}hept-2-enoic acid pyridin-4-ylmethyl ester